(Z)-4-((3S,4S)-4-((5-cyclopropyl-3-(2-(trifluoromethoxy)phenyl)isoxazol-4-yl)methoxy)-3-fluoropiperidin-1-yl)-N'-hydroxybenzimidamide C1(CC1)C1=C(C(=NO1)C1=C(C=CC=C1)OC(F)(F)F)CO[C@@H]1[C@H](CN(CC1)C1=CC=C(/C(/N)=N/O)C=C1)F